FC1=CC=C(C=C1)N1CC=2N(CCN=CC2C1=O)C1=C(C=C(C=C1)F)OCC(F)(F)F 7-(4-fluorophenyl)-1-[4-fluoro-2-(2,2,2-trifluoroethoxy)phenyl]-2,3,7,8-tetrahydropyrrolo[3,4-e][1,4]diazepin-6(1H)-one